2-(dibenzo[b,d]furan-2-yl)-4-(3-(triphenylsilyl)phenyl)-6-(4-(triphenylsilyl)phenyl)-1,3,5-triazine C1=C(C=CC=2OC3=C(C21)C=CC=C3)C3=NC(=NC(=N3)C3=CC(=CC=C3)[Si](C3=CC=CC=C3)(C3=CC=CC=C3)C3=CC=CC=C3)C3=CC=C(C=C3)[Si](C3=CC=CC=C3)(C3=CC=CC=C3)C3=CC=CC=C3